C(#N)C1=CC=C(C=C1)C1=CC=C(C=C1)CNC=1C=C(C(=O)O)C=C(C1)F 3-(((4'-Cyano-[1,1'-biphenyl]-4-yl)methyl)amino)-5-fluorobenzoic Acid